C1(CCCCC1)C(N)C(=O)O 2-cyclohexylglycine